3-[9-(acetoxy)nonanoyl]-5-chloro-1H-indole-2-carboxylic acid ethyl ester C(C)OC(=O)C=1NC2=CC=C(C=C2C1C(CCCCCCCCOC(C)=O)=O)Cl